ethyl 5-chloro-1-(4-fluorophenyl)-6-(hydroxymethyl)-2-oxo-1,2-dihydropyridine-3-carboxylate ClC=1C=C(C(N(C1CO)C1=CC=C(C=C1)F)=O)C(=O)OCC